[Na].CC1=CC=CC=2NN=NC21 methyl-benzotriazole, sodium salt